propoxyphenyl-sulphonylaminobenzoic acid C(CC)OC=1C(=C(C(=O)O)C=CC1)NS(=O)(=O)C1=CC=CC=C1